COC=1C=C2CCN(CC2=CC1NC1=NC2=CC(=CC=C2C=N1)NC1=CC=C2CN(C(C2=C1)=O)C)C 6-({2-[(6-methoxy-2-methyl-1,2,3,4-tetrahydroisoquinolin-7-yl)amino]quinazolin-7-yl}amino)-2-methyl-2,3-dihydro-1H-isoindol-1-one